FC1(CCC2=C1N=C(N=C2C=2C=CC1=C([C@@H](CO1)NS(=O)(=O)C)C2)N2[C@H]([C@@H](C2)O)C)F N-((S)-5-(7,7-difluoro-2-((2S,3R)-3-hydroxy-2-methylazetidin-1-yl)-6,7-dihydro-5H-cyclopenta[d]pyrimidin-4-yl)-2,3-dihydrobenzofuran-3-yl)methanesulfonamide